N-(5-chloro-6-(2H-1,2,3-triazol-2-yl)pyridin-3-yl)-2-(1-hydroxyethyl)-8-methyl-8-(trifluoromethyl)-7,8-dihydro-6H-pyrazolo[1,5-a]pyrrolo[2,3-e]pyrimidine-6-carboxamide ClC=1C=C(C=NC1N1N=CC=N1)NC(=O)N1CC(C2=C1C=NC=1N2N=C(C1)C(C)O)(C(F)(F)F)C